CN1CC(C1)(C)[C@@](C=1C=C(C=NC1)CCC(CC)(O)C1=NC=CC=C1)(C1=CC=C(C=C1)C(C)C)O 1-{5-[(R)-(1,3-dimethyl-azetidin-3-yl)-hydroxy-(4-isopropyl-phenyl)-methyl]-pyridin-3-yl}-3-pyridin-2-yl-pentan-3-ol